C1(CCCCC1)OC1=CC=C(C=C1)C1=NC=CN2C1=NS(CC2)(=O)=O 9-[4-(cyclohexyloxy)phenyl]-3,4-dihydropyrazino[2,1-c][1,2,4]thiadiazine 2,2-dioxide